C(CCCCCC)C1=CC=C(C(=O)NCC=2C(=NNC2)C2=CC=CC=C2)C=C1 4-heptyl-N-((3-phenyl-1H-pyrazol-4-yl)methyl)benzamide